5-(3-methylbutyl)-1,3,4-thiadiazol-2-amine CC(CCC1=NN=C(S1)N)C